3-hydroxy-2-nitro-4-trifluoromethylpyridine OC=1C(=NC=CC1C(F)(F)F)[N+](=O)[O-]